OC(C)(C)C1=NC(=NO1)C=1C=C(C=CC1)[C@H](C)NC(=O)C=1C=NC(=NC1)C1=NC=CC=C1 2-Pyridin-2-yl-pyrimidine-5-carboxylic acid ((S)-1-{3-[5-(1-hydroxy-1-methyl-ethyl)-1,2,4-oxadiazol-3-yl]-phenyl}-ethyl)-amide